C1(CCC(CC)O1)=O γ-Caprolactone